ClC1=C(C(=O)O)C=CC(=N1)N1N=C(C=C1)OCC1(CC1)CC 2-chloro-6-(3-((1-ethylcyclopropyl)methoxy)-1H-pyrazol-1-yl)nicotinic acid